1-(3-Bromo-2-hydroxyphenyl)-3-(4-chloro-2-(methoxy-d3)phenyl)prop-2-en-1-one-3-d BrC=1C(=C(C=CC1)C(C=C([2H])C1=C(C=C(C=C1)Cl)OC([2H])([2H])[2H])=O)O